C1=CC=C(C=C1)/C=C/C(=O)C2=CC=CC=C2O The molecule is a member of the class of chalcones that is trans-chalcone substituted by a hydroxy group at position 2'. It has a role as an anti-inflammatory agent. It is a member of phenols and a member of chalcones. It derives from a trans-chalcone.